N-(2-(3-chloro-1-methyl-1H-pyrazol-4-yl)-3-fluoropyridin-4-yl)-5-isopropyl-8-((2R,3S)-2-methyl-3-((methylsulfonyl)methyl)azetidin-1-yl)isoquinolin-3-amine ClC1=NN(C=C1C1=NC=CC(=C1F)NC=1N=CC2=C(C=CC(=C2C1)C(C)C)N1[C@@H]([C@H](C1)CS(=O)(=O)C)C)C